NC1=C2N=C(N(C2=NC(=N1)F)CC=1C=C(CCOC2=NC=C(C(=O)OC)C=C2)C=CC1)Br methyl 6-(3-((6-amino-8-bromo-2-fluoro-9H-purin-9-yl)methyl)phenethoxy)nicotinate